BrC1=NNC2=NC=NC(=C21)Cl 3-bromo-4-chloro-1H-pyrazolo[3,4-d]pyrimidine